N[C@@H](C(C)C)C(=O)C(CCN)S(=O)(=O)O valyl-3-amino-1-propanesulfonic acid